2-(chloromethyl)-5-(prop-2-ynyloxy)pyridine ClCC1=NC=C(C=C1)OCC#C